ClC1=C(C=CC2=C1C=C(O2)C(=O)O)N2CCN(CC2)S(=O)(=O)C2=C(C=CC(=C2)Cl)Cl 4-chloro-5-[4-(2,5-dichloro-benzenesulfonyl)-piperazin-1-yl]-benzofuran-2-carboxylic acid